4-(difluoromethyl)-2-methyl-3-(methylthio)-N-(1-methyl-1H-1,2,4-triazol-5-yl)benzamide FC(C1=C(C(=C(C(=O)NC2=NC=NN2C)C=C1)C)SC)F